O=C1CC2(CCN(CC2)C(=O)OCCCC)CC(C1)=O butyl 8,10-dioxo-3-azaspiro[5.5]undecane-3-carboxylate